BrC1=C(C=NC=C1F)C(CCC=C)NC1=CC=C(C=C1)OC N-(1-(4-bromo-5-fluoropyridin-3-yl)pent-4-en-1-yl)-4-methoxyaniline